N=1C=C(N2C1C=CC=C2)C2=NC(=NC=C2)NC=2C=CC(=NC2)N2CCN(CC2)C(C)=O 1-(4-(5-((4-(Imidazo[1,2-a]pyridin-3-yl)pyrimidin-2-yl)amino)pyridin-2-yl)piperazin-1-yl)ethan-1-one